lithium 2,2'-ethylenebis(4,6-dimethylphenyl) phosphate P1(=O)(OC2=C(C=C(C=C2C)C)CCC2=C(C(=CC(=C2)C)C)O1)[O-].[Li+]